FC1C(=O)OCC1 α-fluoro-γ-butyrolactone